FC=1C(=C(C=CC1F)[C@@H]1[C@@H](O[C@@](C1)(C(F)(F)F)CC)C(=O)NC1=CC(=NC=C1)C(=O)N)OC (2R,3R,5S)-4-[[3-(3,4-difluoro-2-methoxy-phenyl)-5-ethyl-5-(trifluoromethyl)tetrahydrofuran-2-carbonyl]amino]pyridine-2-carboxamide